6,6,9-Trimethyl-3-[(E)-oct-3-enyl]-6a,7,10,10a-tetrahydrobenzo[c]chromen-1-ol CC1(OC=2C=C(C=C(C2C2C1CC=C(C2)C)O)CC\C=C\CCCC)C